CO\N=C(\C(=O)NC)/C1=C(C=CC=C1)OC1=CC=CC=C1 (E)-2-methoxyimino-N-methyl-2-(2-phenoxyphenyl)acetamide